C1CC12NCCC(C2)N2C(=CC1=C2N=NC(=C1)C1=C(C=C(C=C1)N1N=NC=C1)O)C 2-[7-(4-azaspiro[2.5]oct-7-yl)-6-methyl-7H-pyrrolo[2,3-c]pyridazin-3-yl]-5-(1H-1,2,3-triazol-1-yl)phenol